4-((4-Chloro-5-fluoro-2-(N-methylmethylsulfonamido)phenyl)amino)-N-ethoxy-6-((2-Methylpyrimidin-4-yl)amino)nicotinamide ClC1=CC(=C(C=C1F)NC1=CC(=NC=C1C(=O)NOCC)NC1=NC(=NC=C1)C)N(S(=O)(=O)C)C